C(C)(C)(C)C=1C(C=C(C(C1)=O)C)=O 2-tert-butyl-5-methyl-1,4-benzoquinone